FC=1C(=NC=C(C1C1=C(C=NC(=C1)C)C(=O)NC=1SC2=C(N1)CN(C2)C(C2=C(N=C(C=C2)C(F)(F)F)OC)=O)OC)C 3'-Fluoro-5'-methoxy-N-(5-(2-methoxy-6-(trifluoromethyl)nicotinoyl)-5,6-dihydro-4H-pyrrolo[3,4-d]thiazol-2-yl)-2',6-dimethyl-[4,4'-bipyridine]-3-carboxamide